IC=1C=C(C=CC1)C(=O)N1CCOCC1 (3-iodophenyl)(morpholino)methanone